2-chloro-N-(5-(2-fluoro-8-(methoxymethyl)quinazolin-6-yl)-6-methoxypyridin-2-yl)benzenesulfonamide ClC1=C(C=CC=C1)S(=O)(=O)NC1=NC(=C(C=C1)C=1C=C2C=NC(=NC2=C(C1)COC)F)OC